methyl-(methacryloyloxy)methylphosphonic acid CC(OC(C(=C)C)=O)P(O)(O)=O